COC1=CC=C(CN(C=2N=CN(C(C2C(=O)OC)=O)C2=C(C=C(C=C2Cl)C(F)(F)F)Cl)CC2=CC=C(C=C2)OC)C=C1 methyl 4-(bis(4-methoxybenzyl)amino)-1-(2,6-dichloro-4-(trifluoromethyl)phenyl)-6-oxo-1,6-dihydropyrimidine-5-carboxylate